8-((1S)-1-hydroxyethyl)-3-(1-(2,2,3,3,3-pentafluoropropyl)-1H-pyrazol-4-yl)-2-(trifluoromethyl)-4H-pyrido[1,2-a]pyrimidin-4-one O[C@@H](C)C1=CC=2N(C(C(=C(N2)C(F)(F)F)C=2C=NN(C2)CC(C(F)(F)F)(F)F)=O)C=C1